(2S,4r)-1-[(2S)-2-(4-cyclopropyl-triazol-1-yl)-3,3-dimethyl-butyryl]-4-hydroxy-N-[1-methyl-2-[4-(2-pyridyl)piperazin-1-yl]ethyl]pyrrolidine-2-carboxamide C1(CC1)C=1N=NN(C1)[C@H](C(=O)N1[C@@H](C[C@H](C1)O)C(=O)NC(CN1CCN(CC1)C1=NC=CC=C1)C)C(C)(C)C